N-(4-(4-amino-1-isopropyl-7-((1r,4r)-4-((2-methoxyethyl)amino)cyclohexyl)-1H-pyrazolo[4,3-c]pyridin-3-yl)-2,5-difluorophenyl)-2,6-difluorobenzenesulfonamide NC1=NC=C(C2=C1C(=NN2C(C)C)C2=CC(=C(C=C2F)NS(=O)(=O)C2=C(C=CC=C2F)F)F)C2CCC(CC2)NCCOC